5-((1-(4-((3-chloro-4-(trifluoromethoxy)benzyl)amino)butoxy)-2-methylpropan-2-yl)amino)benzo[c][2,6]naphthyridine-8-carboxylic acid ClC=1C=C(CNCCCCOCC(C)(C)NC2=NC3=C(C4=CN=CC=C24)C=CC(=C3)C(=O)O)C=CC1OC(F)(F)F